OC1=C(C=NC(=C1C=1OC(=CC1)C)C)C(=O)N 4-hydroxy-6-methyl-5-(5-methyl-2-furyl)pyridine-3-carboxamide